C(CCC)NCCC1=CC=CC=C1 butylphenethylamine